COC(C1=C(C=CC(=C1)B1OC(C(O1)(C)C)(C)C)N(C)C(C)=O)=O 2-[acetyl-(methyl)amino]-5-(4,4,5,5-tetramethyl-1,3,2-dioxaborolan-2-yl)benzoic acid methyl ester